(S)-1-phenyl-1-(3-methylbenzyl)-3-(pyridin-2-yl)propadiene C1(=CC=CC=C1)C(=C=CC1=NC=CC=C1)CC1=CC(=CC=C1)C